1,1'-dimethyl-4,4'-bipyridinium chloride hydrate O.[Cl-].C[N+]1=CC=C(C=C1)C1=CC=[N+](C=C1)C.[Cl-]